CC(C(=O)O)CCCCCCC methyl-nonanoic acid